N-(3-chloro-2-methylphenyl)-2-(methoxymethyl)-1H-benzimidazole-4-carboxamide ClC=1C(=C(C=CC1)NC(=O)C1=CC=CC=2NC(=NC21)COC)C